FC=1C=C(C(=O)O)C=CC1C(=O)OC 3-fluoro-4-(methoxycarbonyl)benzoic acid